isopropyl-(4-methyl-5-nitropyridin-2-yl)carbamic acid tert-butyl ester C(C)(C)(C)OC(N(C1=NC=C(C(=C1)C)[N+](=O)[O-])C(C)C)=O